methyl-3β,4β-epoxy-6α-ethyl-7-oxo-5β-cholan-24-oate COC(CC[C@@H](C)[C@H]1CC[C@H]2[C@@H]3C([C@@H]([C@@H]4[C@@H]5[C@H](CC[C@]4(C)[C@H]3CC[C@]12C)O5)CC)=O)=O